CC([C@@H](C(=O)N[C@@H](CC1=CC=CC=C1)C(=O)NN(C(=O)OC(C)(C)C)C[C@@H]1C(NCC1)=O)NC(C(F)(F)F)=O)(C)C tert-butyl 2-(((S)-3,3-dimethyl-2-(2,2,2-trifluoroacetamido)butanoyl)-L-phenylalanyl)-1-(((R)-2-oxopyrrolidin-3-yl)methyl)hydrazine-1-carboxylate